C1(CCC1)CSC=1C(=NC=CC1)C#N 3-((cyclobutylmethyl)sulfanyl)pyridine-2-carbonitrile